OC1(CCN(CC1)C(=O)[C@H]1[C@@H](CN(CC1)CC=1C=C(C=CC1)C)C1=CC=CC=C1)CN1C=NC2=C(C1=O)C=CS2 3-[[4-hydroxy-1-[(3R,4R)-1-(m-tolylmethyl)-3-phenyl-piperidine-4-carbonyl]-4-piperidinyl]methyl]thieno[2,3-d]pyrimidin-4-one